COC(C(=C1CCC(CC1)(F)F)NC(=O)OC(C)(C)C)=O Methyl-2-((tert-butoxycarbonyl)amino)-2-(4,4-difluorocyclohexylidene)acetate